N,N,N-triethyl-2-hydroxyethan-1-aminium iodide [I-].C(C)[N+](CCO)(CC)CC